methylphosphorus oxide CP=O